BrC1=CC=C(C=C1)N1C2(CNC2)CCC1=O 5-(4-bromophenyl)-2,5-diazaspiro[3.4]octan-6-one